N-((1-aminoisoquinolin-6-yl)methyl)-5-chloro-6-(methyl-(1-methylpiperidin-4-yl)amino)nicotinamide NC1=NC=CC2=CC(=CC=C12)CNC(C1=CN=C(C(=C1)Cl)N(C1CCN(CC1)C)C)=O